1-(5-azido-4-(((R)-1-cyanoethyl)amino)pyridin-2-yl)-6-((1R,4R)-2-oxa-5-azabicyclo[2.2.1]heptan-5-yl)-1H-pyrazolo[3,4-b]pyridine-5-carbonitrile N(=[N+]=[N-])C=1C(=CC(=NC1)N1N=CC=2C1=NC(=C(C2)C#N)N2[C@H]1CO[C@@H](C2)C1)N[C@H](C)C#N